4-(4,6-diisopropoxy-1,3,5-triazin-2-yl)-4-methylmorpholinium chloride [Cl-].C(C)(C)OC1=NC(=NC(=N1)OC(C)C)[N+]1(CCOCC1)C